CC1=NC=CC(=C1)S(=O)(=O)Cl 2-methylpyridine-4-sulfonyl chloride